((2S,4R)-2-((S or R)-tetrahydrofuran-3-yl)tetrahydro-2H-pyran-4-yl)-1,3-dihydro-10H-furo[3,4-d]pyrimido[1,6-a]PYrimidin-10-one O1C[C@H](CC1)[C@H]1OCC[C@H](C1)C1OCC=2N=C3N(C(C21)=O)C=NC=C3 |o1:2|